[4-bromo-1-(tetrahydrofuran-3-yl)-1H-pyrazol-5-yl]methanol BrC=1C=NN(C1CO)C1COCC1